but-2-yl formate C(=O)OC(C)CC